Toluylcyanoacetat C1(=C(C=CC=C1)C(C(=O)[O-])C#N)C